isopropylcyclopentadienyl-rhenium C(C)(C)[Re]C1C=CC=C1